Diborono-2-[(6-chloro-3-morpholinesulfonyl-4-quinolinyl)amino]benzoic acid B(O)(O)C1=C(C(=C(C(=O)O)C=C1)NC1=C(C=NC2=CC=C(C=C12)Cl)S(=O)(=O)N1CCOCC1)B(O)O